2-((2-chlorophenoxy)methyl)oxirane ClC1=C(OCC2OC2)C=CC=C1